(2S,3R)-1-(7-(8-ethynyl-7-fluoro-3-hydroxynaphthalen-1-yl)-6,8-difluoro-2-(((2R,7aS)-2-fluorotetrahydro-1H-pyrrolizine-7a(5H)-yl)methoxy)quinazolin-4-yl)-2-methylpiperidin-3-ol C(#C)C=1C(=CC=C2C=C(C=C(C12)C1=C(C=C2C(=NC(=NC2=C1F)OC[C@]12CCCN2C[C@@H](C1)F)N1[C@H]([C@@H](CCC1)O)C)F)O)F